CC1=CC=C(C=C1)C=1NC=C(N1)C1=CC=C(C2=CC(=CC=C12)CCCC)Cl 2-(4-methylphenyl)-4-(4-chloro-6-butyl-1-naphthyl)imidazole